(S)-2-formylamino-4-methyl-pentanoic acid (S)-1-[(2S,3S)-3-hexyl-4-oxo-oxetan-2-ylmethyl]-dodecyl ester C(CCCCC)[C@H]1[C@@H](OC1=O)C[C@H](CCCCCCCCCCC)OC([C@H](CC(C)C)NC=O)=O